C(CCCCCCC\C=C/CCCCCCCC)(=O)O.C(CCCCCCC\C=C/CCCCCCCC)(=O)O.C(CCCCCCC\C=C/CCCCCCCC)(=O)O.C(C1=CC(O)=C(O)C(O)=C1)(=O)OC(C1=CC(O)=C(O)C(O)=C1)=O galloyl gallate trioleate